ClC1=C(N=C(S1)C1=NN(C(=C1C(=O)N)C(F)(F)F)C1=C2C=CN=C(C2=CC=C1)OC)C=1NNC(N1)=C=O (5-chloro-4-(5-carbonyl-2,5-dihydro-1H-1,2,4-triazol-3-yl)thiazol-2-yl)-1-(1-methoxyisoquinolin-5-yl)-5-(trifluoromethyl)-1H-pyrazole-4-carboxamide